Epoxypropyl butyrate C(CCC)(=O)OCC1CO1